CC1=C(C(=O)C2=C(C=CC=C2)P(OCC)[O-])C(=CC(=C1)C)C ethyl 2,4,6-trimethylbenzoylphenylphosphonite